[Cl-].[Cl-].[Cl-].C[Si](C)(C)[Hf+3]C1C=CC2=CC=CC=C12 trimethylsilyl-indenyl-hafnium trichloride